N-(4-(3-(6-morpholinopyridin-2-yl)-1,2,4-oxadiazol-5-yl)-3-(6-azaspiro[2.5]octan-6-yl)phenyl)methanesulfonamide O1CCN(CC1)C1=CC=CC(=N1)C1=NOC(=N1)C1=C(C=C(C=C1)NS(=O)(=O)C)N1CCC2(CC2)CC1